CC1=C(C(=CC=C1)C)C1=NC(=NC(=C1)OC1=CC=C(C=C1)N1CCOCC1)NS(=O)(=O)C=1C=NN(C1)C N-[4-(2,6-Dimethylphenyl)-6-(4-morpholinophenoxy)pyrimidin-2-yl]-1-methyl-pyrazole-4-sulfonamide